C1(=CC=CC=C1)S(=O)(=O)\C(=C/C=1C=NC=CC1)\C=1C=NC=CC1 (Z)-3,3'-(1-(phenylsulfonyl)ethene-1,2-diyl)dipyridine